CC1(OB(OC1(C)C)B1OC(C(O1)(C)C)(C)C)[CH2+] (4,4',4',5,5,5',5'-heptamethyl-[2,2'-bi(1,3,2-dioxaborolan)]-4-yl)methylium